(+)-2-(2-((7-(3-(1-amino-2-fluoroethyl)phenyl)benzofuran-5-yl)methoxy)-4-methoxyphenyl)acetic acid NC(CF)C=1C=C(C=CC1)C1=CC(=CC=2C=COC21)COC2=C(C=CC(=C2)OC)CC(=O)O